(R)-5-(2-(5-Fluoro-2-methoxypyridin-3-yl)pyrrolidin-1-yl)-N-(3-fluorobenzyl)-3H-imidazo[4,5-b]pyridine-3-carboxamide FC=1C=C(C(=NC1)OC)[C@@H]1N(CCC1)C1=CC=C2C(=N1)N(C=N2)C(=O)NCC2=CC(=CC=C2)F